OCC1(CCCCC1)CO bis(hydroxymethyl)cyclohexane